3-CYANO-4-HYDROXYPHENYLBORONIC ACID C(#N)C=1C=C(C=CC1O)B(O)O